BrC=1C=C2C(=CC(=NC2=NC1)C1=CC2=CN(N=C2C=C1)C)Cl 6-bromo-4-chloro-2-(2-methylindazol-5-yl)-1,8-naphthyridine